C(CCC)NC=1C2=C(N=C(N1)NC(=O)OC)C=NN2CC2=C(C=C(C(=O)OC)C=C2)OC methyl 4-((7-(butylamino)-5-((methoxycarbonyl)amino)-1H-pyrazolo[4,3-d]pyrimidin-1-yl)methyl)-3-methoxybenzoate